CC(C(=O)C1=CC=C(C=C1)SC)(C)N1CCOCC1 2-methyl-2-morpholino-1-(4-methylsulfanylphenyl)propan-1-one